FC(C1=NC(=NO1)C1=CC=2N(C=C1)C=C(N2)CP(OCC)(OCC)=O)(F)F Diethyl ((7-(5-(trifluoromethyl)-1,2,4-oxadiazol-3-yl)imidazo[1,2-a]pyridin-2-yl)methyl)phosphonate